tert-butyl (R)-4-(((tert-butyldiphenylsilyl) oxy) methyl)-2,2-dimethylpiperidine-1-carboxylate [Si](C1=CC=CC=C1)(C1=CC=CC=C1)(C(C)(C)C)OC[C@H]1CC(N(CC1)C(=O)OC(C)(C)C)(C)C